4-(8-(3,5-dimethylisoxazol-4-yl)-4-(2-(3-methylbenzylidene)hydrazinyl)quinazolin-2-yl)morpholine CC1=NOC(=C1C=1C=CC=C2C(=NC(=NC12)N1CCOCC1)NN=CC1=CC(=CC=C1)C)C